4-bromo-2-(2,2,2-trifluoroethyl)triazole BrC1=NN(N=C1)CC(F)(F)F